C(C)C1=CC(=NC=C1C1=CC=C(C=C1)OC)N 4-ethyl-5-(4-methoxyphenyl)pyridin-2-amine